FC1(CCC(CC1)C1=NC=CC(=C1N1C(N=CC=C1)OCC)C1=C(C=CC(=C1)F)F)F N-(2-(4,4-difluorocyclohexyl)-4-(2,5-difluorophenyl)pyridin-3-yl)-2-ethoxypyrimidine